C1(=CC=CC=C1)C1(N(CCC2=CC(=C(C=C12)C)C)C)C#N 1-phenyl-1-cyano-2,6,7-trimethyl-1,2,3,4-tetrahydroisoquinoline